C1(=CC=CC=2C3=CC=CC=C3CC12)[Hf](C)C fluorenyldimethylhafnium